C(C)(C)(C)OC(=O)NC(C(=O)O)([2H])[2H] ((tertbutoxycarbonyl)amino)(2H2)acetic acid